N-(4-(3-Fluorophenyl)thiazol-2-yl)-2-((4-oxo-3-phenethyl-3,4-dihydropteridin-2-yl)thio)acetamide FC=1C=C(C=CC1)C=1N=C(SC1)NC(CSC1=NC2=NC=CN=C2C(N1CCC1=CC=CC=C1)=O)=O